Br.C(C)N ethylamine HBr